phenylcyclodecane-7-ene-3,10-dicarboxylate C1(=CC=CC=C1)OC(=O)C1CCC(CC=CCCC1)C(=O)[O-]